NCC1=CC=C(C=C1)CN1C(=NC=2C(=NC=3C=CC=CC3C21)N)CCCC 1-[[4-(aminomethyl)phenyl]methyl]-2-butyl-imidazo[4,5-C]quinolin-4-amine